C(C1=CC=CC=C1)OCCN1CCN(CC1)CCOCC1=CC=CC=C1 1,4-bis-(2-benzyloxy-ethyl)-piperazine